CN1C2=CC=CC=C2N(C=2C=CC=CC12)C=1C=C(C=CC1)C=1C(=CC(=CC1)C1=CC(=CC=C1)N1C=2C=CC=CC2N(C2=CC=CC=C12)C)C1=CC(=CC=C1)N1C=2C=CC=CC2N(C2=CC=CC=C12)C 3,3''-bis(10-methylphenazin-5(10H)-yl)-4'-(3-(10-methylphenazin-5(10H)-yl)phenyl)-[1,1':2',1''-terphenyl]